2-(6-((2S,5R)-4-(1-(3-(1,1-difluoroethyl)-4-methoxyphenyl)ethyl)-2,5-dimethylpiperazin-1-yl)-9-ethyl-3-methyl-2-oxo-3,9-dihydro-2H-purin-8-yl)acetonitrile FC(C)(F)C=1C=C(C=CC1OC)C(C)N1C[C@@H](N(C[C@H]1C)C=1C=2N=C(N(C2N(C(N1)=O)C)CC)CC#N)C